NCCNCCC[Si](OC)(OC)OC 3-(2-aminoethylamino)n-propyl-trimethoxysilane